N-(4-acetyl-5-hydroxy-2-methylphenyl)acetamide C(C)(=O)C1=CC(=C(C=C1O)NC(C)=O)C